6-bromo-2-hydroxy-2,3-dihydro-1H-pyrazolo[1,2-a]Pyrazole BrC=1CN2N(C1)CC(C2)O